1-(2-((tert-butoxycarbonyl)amino)ethyl)-5-chloro-1H-indole-4,7-dicarboxylic acid methyl ester COC(=O)C=1C=2C=CN(C2C(=CC1Cl)C(=O)O)CCNC(=O)OC(C)(C)C